[C@@H]12[C@H](C[C@@H](CC1)O2)NC=2N=NC(=C1C2C=NC=C1)C1=C(C=C(C=C1)Cl)O 2-(4-(((1S,2S,4R)-7-oxabicyclo[2.2.1]heptan-2-yl)amino)pyrido[3,4-d]pyridazin-1-yl)-5-chlorophenol